C(C)C1=C(C=CC(=C1C=1N=CN(C1)C)F)S(=O)(=O)NCC1=CC=C(C=C1)OC Ethyl-4-fluoro-N-[(4-methoxyphenyl)methyl]-3-(1-methylimidazol-4-yl)benzenesulfonamide